N-(2-(4-nitrophenyl)-vinyl)-N,N-di(4-methoxyphenyl)amine [N+](=O)([O-])C1=CC=C(C=C1)C=CN(C1=CC=C(C=C1)OC)C1=CC=C(C=C1)OC